ClC=1C=CC2=C([C@@H](C[C@@H](O2)C(=O)NC2CCC(CC2)N2C(N(CC2)C2CC(C2)OC(F)(F)F)=O)O)C1 (2R,4R)-6-chloro-4-hydroxy-N-[(1R,4R)-4-{2-oxo-3-[3-(trifluoromethoxy)cyclobutyl]imidazolidin-1-yl}cyclohexyl]-3,4-dihydro-2H-1-benzopyran-2-carboxamide